O=C(NCCOCCOCCOCCOCCOCCOCCOCCOCCOCCOCCOCCOCCOCCOCCOCCOCCOCCOCCOCCOCCOCCOC)CCC(=O)OC1CNC(C1)C(N[C@@H](C)C1=CC=C(C=C1)C1=C(N=CS1)C)=O 5-(((S)-1-(4-(4-methylthiazol-5-yl)phenyl)ethyl)carbamoyl)pyrrolidin-3-yl 69-oxo-2,5,8,11,14,17,20,23,26,29,32,35,38,41,44,47,50,53,56,59,62,65-docosaoxa-68-azadoheptacontan-72-oate